FC1(C(NC(N=C1)=O)=O)C(C(CC(=O)O)(O)C(=O)O)C(=O)O 5-fluorouracil-citric acid